[Na+].[Na+].C(C(C)C)C1CC(C(CC1)C(=O)[O-])C(=O)[O-] 4-isobutylcyclohexane-1,2-dicarboxylic acid disodium salt